N-(5-(2-(3,3-dimethylazetidin-1-yl)acetamido)-2-methylpyridin-3-yl)-2-(5-methoxy-1-methyl-1H-pyrazol-4-yl)pyrazolo[5,1-b]thiazole-7-carboxamide CC1(CN(C1)CC(=O)NC=1C=C(C(=NC1)C)NC(=O)C=1C=NN2C1SC(=C2)C=2C=NN(C2OC)C)C